C12N(C3CC(CC(C1)C3)C2)N=NN2C3CC1CC(CC2C1)C3 1,2-di(2-azaadamantan-2-yl)diazene